BrC1=C(C=C(C=C1)C=1C=NN(C1)C1OCCCC1)Cl 4-(4-bromo-3-chlorophenyl)-1-(tetrahydro-2H-pyran-2-yl)-1H-pyrazole